fluoro-uracil FC=1C(NC(NC1)=O)=O